C(CCC)S(=O)(=O)NC1=CC(=C(C=C1)C1=C2C(=NC=C1)NC=C2)CC 4-(4-(butylsulfonamido)-2-ethylphenyl)-1H-pyrrolo[2,3-b]pyridin